D-Proline-3,5-dinitrobenzyl ester [N+](=O)([O-])C=1C=C(COC([C@@H]2NCCC2)=O)C=C(C1)[N+](=O)[O-]